C(C)OC[C@@]1(CN(CC1)CC=1C=NC=CC1)CCC=1C=NC=CC1 (S)-3-(2-(3-(ethoxymethyl)-1-(pyridin-3-ylmethyl)pyrrolidin-3-yl)ethyl)pyridine